ClC1=C(C(=O)NC2=CC(=C(C=C2)Cl)C2=NC=CC=C2)C=CC(=C1)C(=O)N(CC1=NC=CC=C1)C 2-chloro-N1-(4-chloro-3-(pyridin-2-yl)phenyl)-N4-methyl-N4-(pyridin-2-ylmethyl)terephthalamide